1-(6-Chloropyridin-3-yl)ethanol ClC1=CC=C(C=N1)C(C)O